C(C)(C)(C)[Si](C)(C)OCC[C@H](C)N1N=C(C=2C=NC(=CC21)Cl)[Sn](C)(C)C tert-butyl-[(3S)-3-(6-chloro-3-trimethylstannanyl-pyrazolo[4,3-c]pyridin-1-yl)butoxy]-dimethyl-silane